BrC=1C=C2C(=NC1Cl)N=C(S2)SC 6-bromo-5-chloro-2-(methylthio)thiazolo[4,5-b]pyridine